N1C(=NC2=C1C=CC=C2)CNC2=NC(=NC=1N2N=CC1C1=CC=NC=C1)N1CCN(CC1)C N-[(1H-benzimidazol-2-yl)methyl]-2-(4-methylpiperazin-1-yl)-8-(pyridin-4-yl)pyrazolo[1,5-a][1,3,5]triazin-4-amine